C(N(C([O-])=O)C(C(O)C)C1CCCCC1)N(C([O-])=O)C(C(C)O)C1CCCCC1 methylenebis[4-cyclohexyl (2-hydroxy-2-methylethyl) carbamate]